NC1=C(C=2C(=NC=C(N2)C2=CC(=NC=C2)C(F)(F)F)N1C1=C(C(=CC=C1C)O)C)C(=O)N 6-amino-5-(3-hydroxy-2,6-dimethyl-phenyl)-2-[2-(trifluoromethyl)-4-pyridyl]pyrrolo[2,3-b]pyrazine-7-carboxamide